IC1=C(C(=C(C=C1CCCCC)O)[C@H]1[C@@H](CCC(=C1)C)C(=C)C)O (1'r,2'r)-3-iodo-5'-methyl-4-pentyl-2'-(prop-1-en-2-yl)-1',2',3',4'-tetrahydro-[1,1'-biphenyl]-2,6-diol